COC(=O)C=1C(N(C2=CC=CC=C2C1N1CCC(CC1)C=1SC2=C(N1)C=CC=C2)C)=O 4-[4-(1,3-benzothiazol-2-yl)piperidin-1-yl]-1-methyl-2-oxo-1,2-dihydroquinoline-3-carboxylic acid methyl ester